C(C)(C)(C)OC(=O)N1[C@@H](CN(C[C@@H]1C)C=1OC(=C(N1)CN)C(F)(F)F)C (2R,6S)-4-[4-(aminomethyl)-5-(trifluoromethyl)-1,3-oxazol-2-yl]-2,6-Dimethylpiperazine-1-carboxylic acid tert-butyl ester